CC1=C(C=C(N)C=C1)N1N=CC(=N1)C 4-methyl-3-(4-methyl-2H-1,2,3-triazol-2-yl)aniline